C(C)N1C(=NC2=C1C=CC(=C2)C#CC2=NN(C1=NC=NC(=C12)N)[C@@H]1CN[C@H](C1)COC)C 3-((1-ethyl-2-methyl-1H-benzo[d]imidazol-5-yl)ethynyl)-1-((3S,5R)-5-(methoxymethyl)pyrrolidin-3-yl)-1H-pyrazolo[3,4-d]pyrimidin-4-amine